BrC=1C=C(C=C2C(NC(N(C2=O)C2=CC=C(C=C2)OC)=O)=O)C=CC1O 5-(3-bromo-4-hydroxybenzylidene)-1-(4-methoxyphenyl)pyrimidine-2,4,6(1H,3H,5H)-trione